2-(4-tert-butylphenyl)-4-[(9H-fluoren-9-ylmethoxycarbonylamino)-methyl]-6-methyl-pyrimidine-5-carboxylic acid C(C)(C)(C)C1=CC=C(C=C1)C1=NC(=C(C(=N1)CNC(=O)OCC1C2=CC=CC=C2C=2C=CC=CC12)C(=O)O)C